NCCCCC(CO)CO (R)-2-(4-aminobutyl)-1,3-propanediol